CC1=CC(NC=N1)=O 6-Methyl-3,4-dihydropyrimidin-4-one